BrC1=C(C(=O)O)C=C(C(=C1)SC1=CC=CC=C1)F 2-bromo-5-fluoro-4-(phenylsulfanyl)benzoic acid